2-(3-((S)-((1r,3S)-3-ethoxycyclobutyl)(4-methyl-4H-1,2,4-triazol-3-yl)methyl)phenyl)-6-(((1-methylcyclobutyl)amino)methyl)-4-(trifluoromethyl)isoindolin-1-one C(C)OC1CC(C1)[C@@H](C=1C=C(C=CC1)N1C(C2=CC(=CC(=C2C1)C(F)(F)F)CNC1(CCC1)C)=O)C1=NN=CN1C